N-isopropyl-4'-propargyl-4-biphenylsulfonamide C(C)(C)NS(=O)(=O)C1=CC=C(C=C1)C1=CC=C(C=C1)CC#C